C(C)(=O)OC(C(=O)O)C1=CC(=CC=C1)Cl 2-acetoxy-2-(3-chlorophenyl)acetic acid